ClC=1C=C(C=C(C1)Cl)C1(NC=C(C(=N1)NC1CCNCC1)C1=CC(=CC=C1)OC)N 2-(3,5-dichlorophenyl)-5-(3-methoxyphenyl)-N4-(piperidin-4-yl)pyrimidine-2,4-diamine